CC(CC1=CC=CC=C1)(C)OC(CCC)=O butyric acid α,α-dimethylphenylethyl ester